fluoromethyl 2,2,2-trifluoroacetate FC(C(=O)OCF)(F)F